ClC1=C(OC2CCN(CC2)C2=CC=C(N=N2)C=2SC(=NN2)C)C=C(C=C1)F 2-(6-(4-(2-chloro-5-fluorophenoxy)piperidin-1-yl)pyridazin-3-yl)-5-methyl-1,3,4-thiadiazole